1-(6-ethoxy-5-methoxypyridin-2-yl)-2-(methylsulfonyl)ethanol C(C)OC1=C(C=CC(=N1)C(CS(=O)(=O)C)O)OC